n-methyl-isourea CNC(O)=N